BrC1=CC(=C(S1)C=1SC(=CC1SCCCCCCCCCCCCCC)Br)SCCCCCCCCCCCCCC 5,5'-dibromio-3,3'-bis(tetradecylthio)-2,2'-bithiophene